NC=1N=NC(=CC1N1C[C@@H](OCC1)C1=CC=C(C(=O)O)C=C1)C1=C(C=CC=C1)O (S)-4-(4-(3-Amino-6-(2-hydroxyphenyl)pyridazin-4-yl)morpholin-2-yl)benzoic acid